O1C(=NN=C1)C=1C=C(C=NC1)C=1C=C(C=CC1OC(F)(F)F)N(C(O)=O)C1=CC=CC=C1.ClC1=C(C=CC=C1)C=1NC(=C(N1)C1=CC(=CC=C1)OC)C1=CC(=CC=C1)OC 2-(o-chlorophenyl)-4,5-bis(m-methoxyphenyl)imidazole 3-(5-(1,3,4-oxadiazol-2-yl)pyridin-3-yl)-4-(trifluoromethoxy)phenyl-phenylcarbamate